O[C@H]1C[C@@H]2CC[C@H]3[C@@H]4CC[C@H](C(CO)=O)[C@]4(CC([C@@H]3[C@]2(CC1)C)=O)C 3a,21-dihydroxy-5α-pregnan-11,20-dione